C[C@H]1[C@@H](CN(C1)CC1=NC=CC=N1)C=1NC(C=2N(C1)C(=NC2)C2CCOCC2)=O 6-[(3S,4S)-4-METHYL-1-(PYRIMIDIN-2-YLMETHYL)PYRROLIDIN-3-YL]-3-TETRAHYDROPYRAN-4-YL-7H-IMIDAZO[1,5-A]PYRAZIN-8-ONE